2-amino-N-(4-bromothiazol-2-yl)benzamide NC1=C(C(=O)NC=2SC=C(N2)Br)C=CC=C1